tert-Butyl (6R,7R)-4-[3-[[4-chloro-6-(2,6-dimethylphenyl)pyrimidin-2-yl]sulfamoyl]benzoyl]-6-hydroxy-7-isobutyl-1,4-diazepane-1-carboxylate ClC1=NC(=NC(=C1)C1=C(C=CC=C1C)C)NS(=O)(=O)C=1C=C(C(=O)N2CCN([C@@H]([C@@H](C2)O)CC(C)C)C(=O)OC(C)(C)C)C=CC1